C1(CC1)C=1N=NSC1C(=O)NC1=C(C=C(C=C1)OC)OC cyclopropyl-N-(2,4-di-methoxyphenyl)thiadiazole-5-carboxamide